C(C)C=1C=2N(C=C(C1)C=1N=C3N(C(C1)=O)C=C(C=C3)N3C[C@@H]1N(CC3)CCC1)C=C(N2)C 2-(8-ethyl-2-methylimidazo[1,2-a]pyridin-6-yl)-7-[(8aR)-hexahydropyrrolo[1,2-a]pyrazin-2(1H)-yl]-4H-pyrido[1,2-a]pyrimidin-4-one